tert-Butyl ((1S,4s)-4-(2-(((R)-2-(5-fluoropyridin-3-yl)-2-hydroxyethyl)-amino)-2-methylpropyl)cyclohexyl)carbamate FC=1C=C(C=NC1)[C@H](CNC(CC1CCC(CC1)NC(OC(C)(C)C)=O)(C)C)O